CN1CC(OBOC(C1)=O)=O 6-methyl-1,3,6,2-dioxazaborocane-4,8-dione